C(C)(C)(C)OC(=O)N1CCC(=CC1)C1=CC(=C(C=C1)O)[N+](=O)[O-] 4-(4-hydroxy-3-nitrophenyl)-3,6-dihydro-2H-pyridine-1-carboxylic acid tert-butyl ester